(E)-5-hydroxy-2-(4-morpholinobenzylidene)-2,3-dihydro-1H-indenone OC=1C=C2C\C(\C(C2=CC1)=O)=C/C1=CC=C(C=C1)N1CCOCC1